heptacosan-18-en-10-amine CCCCCCCCCC(CCCCCCCC=CCCCCCCCC)N